8-Methoxy-1,3,4,5-tetrahydro-pyrido[4,3-b]indol COC1=CC=2C3=C(NC2C=C1)CCNC3